ClCC(=O)O\N=C(/N)\C1C2CN(CC12)C1=CC=C(C=C1)Cl (Z)-N'-(2-Chloroacetoxy)-3-(4-chlorophenyl)-3-azabicyclo[3.1.0]hexane-6-carboxamidine